C(C)OC=1C(=C(C=CC1)O)CCCCCCCCCOCCC ethoxy(propoxy)nonyl-phenol